3-((4,4-bis((3,7-dimethyloct-6-en-1-yl)oxy)butanoyl)oxy)-2-(((4-(pyrrolidin-1-yl)butanoyl)oxy)methyl)propyl (9Z,12Z)-octadeca-9,12-dienoate C(CCCCCCC\C=C/C\C=C/CCCCC)(=O)OCC(COC(CCC(OCCC(CCC=C(C)C)C)OCCC(CCC=C(C)C)C)=O)COC(CCCN1CCCC1)=O